tris(tert-butylperoxy)vinylsilane C(C)(C)(C)OOC(=C(OOC(C)(C)C)OOC(C)(C)C)[SiH3]